N1=CN=C2C1=NC=N2 imidazoimidazole